O1CCC(CC1)/C=C/C(=O)N1C(C=CCC1)=O 1-[(2E)-3-(tetrahydro-2H-pyran-4-yl)prop-2-enoyl]-5,6-dihydropyridin-2(1H)-one